2-(2-(2-(benzo[d]thiazol-2-ylthio)acetamido)thiazol-4-yl)acetic acid S1C(=NC2=C1C=CC=C2)SCC(=O)NC=2SC=C(N2)CC(=O)O